C(C1=CC=CC=C1)OC(=O)N[C@@H](C(=O)OC)CC1=CC=C2C=CC=NC2=C1 Methyl (2R)-2-{[(benzyloxy)carbonyl]amino}-3-(quinolin-7-yl)propanoate